C[C@@]1(CNCC1)O (R)-3-Methylpyrrolidin-3-ol